O=C1NC(CCC1N1C(C2=CC=C(C=C2C1)N1CCNCC1)=O)=O [2-(2,6-dioxo-3-piperidyl)-1-oxo-isoindolin-5-yl]piperazin